(S)-2-(4'-((3-((4-(4-aminopyrimidin-2-yl)-1,3-dimethyl-1H-pyrazol-5-yl)oxy)butyl)amino)-6'-chloro-[2,3'-bipyridin]-4-yl)propan-2-ol NC1=NC(=NC=C1)C=1C(=NN(C1O[C@H](CCNC1=C(C=NC(=C1)Cl)C1=NC=CC(=C1)C(C)(C)O)C)C)C